ClC1=NC(=CC(=C1)S(=O)(=O)NC)N1[C@@H](CCC1)C (R)-2-chloro-N-methyl-6-(2-methylpyrrolidin-1-yl)pyridine-4-sulfonamide